C(CC)C1=C(C=O)OC=C1 3-propyl-furfural